2-(4-(1-(3,5-difluorophenyl)-3-(3,3-dimethylmorpholine-4-carbonyl)-7-methoxy-1,4-dihydrochromeno[4,3-c]pyrazol-8-yl)-1H-pyrazol-1-yl)acetamide FC=1C=C(C=C(C1)F)N1N=C(C2=C1C=1C=C(C(=CC1OC2)OC)C=2C=NN(C2)CC(=O)N)C(=O)N2C(COCC2)(C)C